3-Acetoxypropylmethyldichlorsilan C(C)(=O)OCCC[Si](Cl)(Cl)C